NC1=C2C(=NC=N1)N(N=C2I)C2CCC(CC2)=O 4-(4-amino-3-iodo-1H-pyrazolo[3,4-d]pyrimidin-1-yl)cyclohexanone